C(C)(C)(C)N1C(CCC1)=O N-tert-butylpyrrolidone